N1CCC(CC1)CN1CCC2(CNC=3N=NC(=CC32)C3=C(C=CC=C3)O)CC1 2-(1-(piperidin-4-ylmethyl)-6',7'-dihydrospiro[piperidine-4,5'-pyrrolo[2,3-c]pyridazin]-3'-yl)phenol